1,2-dihydroxy-3,5-benzenedisulfonate OC1=C(C(=CC(=C1)S(=O)(=O)[O-])S(=O)(=O)[O-])O